3-((2-(trimethylsilyl)ethoxy)methyl)-3,4,6,7-tetrahydro-5H-imidazo[4,5-c]pyridine-5-carboxylic acid tert-butyl ester C(C)(C)(C)OC(=O)N1CC2=C(CC1)N=CN2COCC[Si](C)(C)C